1-((S)-2-((3R,5R,8R,9R,10S,13S,14S,15S,17S)-15-cyclopropyl-3-hydroxy-3,13-dimethylhexadecahydro-1H-cyclopenta[a]phenanthren-17-yl)-2-hydroxypropyl)-1H-pyrazole-4-carbonitrile C1(CC1)[C@H]1[C@H]2[C@@H]3CC[C@@H]4C[C@](CC[C@@H]4[C@H]3CC[C@@]2([C@H](C1)[C@](CN1N=CC(=C1)C#N)(C)O)C)(C)O